FC1(CC(C1)(C)CN1N=C(C(=C1C(=O)NC1=CC(=C(C=C1)F)S(=O)(=N)C)C(F)(F)F)C1(CC1)F)F 1-((3,3-Difluoro-1-methylcyclobutyl)methyl)-N-(4-fluoro-3-(S-methylsulfonimidoyl)phenyl)-3-(1-fluorocyclopropyl)-4-(trifluoromethyl)-1H-pyrazole-5-carboxamide